N1N=NC2=C1C=CC=C2C(=O)[O-].C(CCC)[P+](CCCN)(CCCC)CCCC Tributyl-(3-aminopropyl)phosphonium benzotriazolate